N1=C(N=CC2=CC=CC=C12)C1=C(C(=O)OC)C=CC=C1 Methyl 2-(quinazolin-2-yl)benzoate